C(C)(C)(C)NS(=O)(=O)C1=CC(=CC=C1)NC1=NC(=NC=C1C)NC1=CC=C(C=C1)N1CCN(CC1)C1CCN(CC1)CC=1C=C2C(N(C(C2=CC1)=O)C1C(NC(CC1)=O)=O)=O N-(tert-butyl)-3-((2-((4-(4-(1-((2-(2,6-dioxopiperidin-3-yl)-1,3-dioxoisoindolin-5-yl)methyl)piperidin-4-yl)piperazin-1-yl)phenyl)amino)-5-methylpyrimidin-4-yl)amino)benzenesulfonamide